1-((2S,4R)-2-methyl-4-(piperidin-4-ylamino)-3,4-dihydro-quinolin-1(2H)-yl)propan-1-one dihydrochloride Cl.Cl.C[C@@H]1N(C2=CC=CC=C2[C@@H](C1)NC1CCNCC1)C(CC)=O